7-[(2-methyl-1H-1,3-benzodiazol-6-yl)oxy]quinoxaline CC1=NC2=C(N1)C=C(C=C2)OC2=CC=C1N=CC=NC1=C2